(1S)-N-(7-chloro-6-(4-((3S,4S)-4-methoxy-3-methyltetrahydrofuran-3-yl)piperazin-1-yl)isoquinolin-3-yl)-6-oxaspiro[2.5]octane-1-carboxamide ClC1=C(C=C2C=C(N=CC2=C1)NC(=O)[C@H]1CC12CCOCC2)N2CCN(CC2)[C@]2(COC[C@H]2OC)C